biphenyl-4-yl(phenyl)methanone C1(=CC=C(C=C1)C(=O)C1=CC=CC=C1)C1=CC=CC=C1